C(CCC)C1=C([O-])C=CC=C1.[Na+] sodium butylphenoxide